2-(methoxymethyl)-N-phenyl-6-({[2-(trifluoromethyl)phenyl]carbonyl}amino)-1H-benzimidazole-4-carboxamide COCC1=NC2=C(N1)C=C(C=C2C(=O)NC2=CC=CC=C2)NC(=O)C2=C(C=CC=C2)C(F)(F)F